(2-hydroxyethyl)methacrylamide OCCC=C(C(=O)N)C